3-(2-(6-((tetrahydro-2H-pyran-4-yl)methyl)-5,6,7,8-tetrahydro-[1,3]dioxazolo[4,5-g]isoquinolin-5-yl)ethyl)-1H-indole O1CCC(CC1)CN1C(C=2C=C3C(=CC2CC1)ONO3)CCC3=CNC1=CC=CC=C31